C(C)(C)N[Si](O[Si](NC(C)C)(C)C)(C)C 1,3-bis(isopropylamino)tetramethyldisiloxane